BrC1=CC=CC(=N1)NC(=O)[C@H]1N(C[C@@H](C1)F)C(CN1N=C(C=C1C=1C=NC(=NC1)C)C(=O)N)=O 1-(2-((2S,4R)-2-((6-bromopyridin-2-yl)carbamoyl)-4-fluoropyrrolidin-1-yl)-2-oxoethyl)-5-(2-methylpyrimidin-5-yl)-1H-pyrazole-3-carboxamide